(1R)-1-(2-chloropyridin-3-yl)ethan-1-ol ClC1=NC=CC=C1[C@@H](C)O